BrC=1C=C(SC1)CCO 2-(4-bromothiophen-2-yl)ethanol